(5-(2-(5-oxa-2-azaspiro[3.5]nonan-2-yl)acetamido)-2-methylpyridin-3-yl)-2-bromopyrazolo[5,1-b]thiazole-7-carboxamide C1N(CC12OCCCC2)CC(=O)NC=2C=C(C(=NC2)C)C=2N1C(SC2Br)=C(C=N1)C(=O)N